(S)-N-(benzo[d][1,3]dioxol-5-ylmethyl)-5-(2,3-diaminopropanamido)-2-methylbenzamide O1COC2=C1C=CC(=C2)CNC(C2=C(C=CC(=C2)NC([C@H](CN)N)=O)C)=O